OCC=1C=C(C#N)C=C(C1)CO 3,5-bis(hydroxymethyl)benzonitrile